(R)-2-([3,4'-bipiperidin]-1-yl)ethan-1-ol dihydrochloride Cl.Cl.N1(C[C@H](CCC1)C1CCNCC1)CCO